1-(5-tert-Butyl-1,2-oxazol-3-yl)-3-(4-{2-[2-(pyrrolidin-1-yl)ethyl]-4,5-dihydro-2H-imidazo[2',1':2,3][1,3]thiazolo[4,5-e]isoindol-8-yl}phenyl)urea C(C)(C)(C)C1=CC(=NO1)NC(=O)NC1=CC=C(C=C1)C=1N=C2SC3=C(C4=CN(C=C4CC3)CCN3CCCC3)N2C1